COC(=O)N1[C@H](CCC2=C3C(=CC=C12)N(C(=N3)CCC3=NN(C=C3)C)C3CCCCC3)C trans-4-[(7S)-6-(Methoxycarbonyl)-7-methyl-2-[2-(1-methyl-1H-pyrazol-3-yl)ethyl]-3H,6H,7H,8H,9H-imidazo[4,5-f]chinolin-3-yl]cyclohexan